3-chloro-2-(3-methyl-5-(trichloromethyl)-1H-pyrazol-1-yl)pyridine ClC=1C(=NC=CC1)N1N=C(C=C1C(Cl)(Cl)Cl)C